C1CC12C(CNCC2)CN(C(OC(C)(C)C)=O)S(=O)(=O)C tert-Butyl ((6-azaspiro[2.5]octan-4-yl)methyl)(methylsulfonyl)carbamate